(S)-beta-Homophenylalanine benzyl ester C(C1=CC=CC=C1)OC(C[C@@H](N)CC1=CC=CC=C1)=O